(4-(4-Aminopyrrolo[2,1-f][1,2,4]triazin-7-yl)cyclohexyl)carbamic acid tert-butyl ester C(C)(C)(C)OC(NC1CCC(CC1)C1=CC=C2C(=NC=NN21)N)=O